N-isopropylbenzamide hydrochloride Cl.C(C)(C)NC(C1=CC=CC=C1)=O